(R)-2-(5-oxopyrrolidin-2-yl)acetonitrile O=C1CC[C@@H](N1)CC#N